2-(prop-1-yn-1-yl)-4-(trifluoromethyl)aniline C(#CC)C1=C(N)C=CC(=C1)C(F)(F)F